OC(CCN1N=C2C=C(C(=CC2=C1)[N+](=O)[O-])C=1C=C(C(=O)O)C=CC1)(C)C 3-(2-(3-hydroxy-3-methylbutyl)-5-nitro-2H-indazol-6-yl)benzoic acid